7-bromo-6-fluoro-1-isopropyl-1H-benzo[d]imidazole-5-carboxylic acid BrC1=C(C(=CC2=C1N(C=N2)C(C)C)C(=O)O)F